3-methyl-2-((methyl(2-(methylamino)ethyl)amino)methyl)quinazolin-4(3H)-one tris-hydrochloride salt Cl.Cl.Cl.CN1C(=NC2=CC=CC=C2C1=O)CN(CCNC)C